1-hexanoyl-2-hydroxy-sn-glycerol C(CCCCC)(=O)OC[C@@H](OO)CO